(9H-fluoren-9-yl)methyl (S)-(1-((4-(hydroxymethyl)-3-((prop-2-yn-1-yloxy)methyl)phenyl)amino)-1-oxo-5-ureidopentan-2-yl)carbamate OCC1=C(C=C(C=C1)NC([C@H](CCCNC(=O)N)NC(OCC1C2=CC=CC=C2C=2C=CC=CC12)=O)=O)COCC#C